Ammonium Hydrogen-oxide O.[NH4+]